4-(7-chlorothieno[2,3-d]pyridazin-4-yl)-3-methoxybenzonitrile ClC=1N=NC(=C2C1SC=C2)C2=C(C=C(C#N)C=C2)OC